C(C)(C)NC1=NC(=CC2=C1N=C(N=C2)SC)C#N 8-(isopropylamino)-2-(methylthio)pyrido[3,4-d]pyrimidine-6-carbonitrile